N-[2-(3-chloro-4-fluorophenyl)-1-methoxypropane-2-yl]-4-[(2-imino-2,3-dihydro-1,3-oxazol-3-yl)methyl]-1H-1,3-benzodiazole-2-amine ClC=1C=C(C=CC1F)C(COC)(C)NC1=NC2=C(N1)C=CC=C2CN2C(OC=C2)=N